N-(4b-hydroxyl-7-isopropyl-4-nitro-10-oxo-4b,10-dihydro-9bH-indeno[1,2-b]benzofuran-9b-yl)-4-methyl-2-oxopentanamide OC12OC3=C(C1(C(C1=CC=CC(=C12)[N+](=O)[O-])=O)NC(C(CC(C)C)=O)=O)C=CC(=C3)C(C)C